NC1=NC=C(C=N1)C=1C=C2C(=NC=NC2=CC1)NC1=CC(=CC=C1)Cl 6-(2-aminopyrimidin-5-yl)-N-(3-chlorophenyl)quinazolin-4-amine